N,N-diethylaminopropanol C(C)N(CC)C(CC)O